C(OC1=CC=C(CN2C(C3=CC=CC=C3C2)=O)C=C1)([2H])([2H])[2H] 2-(4-(methoxy-d3)benzyl)isoindolin-1-one